FC1=C(C=C(C=C1)NC(=O)[C@H]1[C@H]/2CC[C@@H]([C@H]1NC(C1=C(C=CC(=C1)C#CCO)OCCO)=O)\C2=C/C(F)(F)F)C(F)(F)F (1R,2S,3R,4R,Z)-N-(4-fluoro-3-(trifluoromethyl)phenyl)-3-(2-(2-hydroxyethoxy)-5-(3-hydroxyprop-1-yn-1-yl)benzamido)-7-(2,2,2-trifluoroethylidene)bicyclo[2.2.1]heptane-2-carboxamide